OCCN1CCN(CC1)C1=NC=C(C(=O)NC=2SC=C(N2)C(C)(C)C2=CC=C(C=C2)OC)C=C1 6-(4-(2-hydroxyethyl)piperazin-1-yl)-N-(4-(2-(4-methoxyphenyl)propan-2-yl)thiazol-2-yl)nicotinamide